6-fluoro-2-phenyl-1H-indol FC1=CC=C2C=C(NC2=C1)C1=CC=CC=C1